FC(C=1N=CNC1)(F)F 4-trifluoromethyl-1H-imidazole